1-Pentyl-2-ethylpyrrolium chlorid [Cl-].C(CCCC)[NH+]1C(=CC=C1)CC